C1(CC1)C1=CC(=NN1)NC1=NC(=NC=C1)N1C[C@@H]2CN(C[C@@H]2C1)C(=O)OC(C)(C)C |r| tert-Butyl rac-(3aS,6aR)-2-[4-[(5-Cyclopropyl-1H-pyrazol-3-yl)amino]pyrimidin-2-yl]-1,3,3a,4,6,6a-hexahydropyrrolo[3,4-c]pyrrole-5-carboxylate